methyl 1-(1-(tert-butoxy)-1-oxopropan-2-yl)-3-methyl-1H-pyrazole-5-carboxylate C(C)(C)(C)OC(C(C)N1N=C(C=C1C(=O)OC)C)=O